C(C)(C)(C)OC([C@H](CSC(F)(F)F)NC(=O)OC(C)(C)C)=O (2R)-2-(tert-Butoxycarbonylamino)-3-(trifluoromethylsulfanyl)propionic acid tert-butyl ester